N1=CC(=CC=C1)COC=1C(=C(C=C(C1)CC1=CC=C(C=C1)S(=O)(=O)[O-])CC1=CC=C(C=C1)S(=O)(=O)[O-])C(=O)N1CC2=CC=CC(=C2C1)NC1COCC1 5-(pyridin-3-ylmethoxy)-4-(4-((tetrahydrofuran-3-yl) amino) isoindoline-2-carbonyl)-1,3-phenylenebis(4-toluenesulfonate)